O=C1N(C(C=C1)=O)CCOCCOCCC(=O)N[C@H](C(=O)N[C@@H](C)C(NC1=CC=C(C=C1)CO)=O)C(C)C (2S)-2-(3-{2-[2-(2,5-dioxo-2,5-dihydro-1H-pyrrol-1-yl)ethoxy]ethoxy}propanamido)-N-[(1S)-1-{[4-(hydroxymethyl)phenyl]carbamoyl}ethyl]-3-methylbutanamide